ClC=1N=C2C(=NC1)NC(=C2)C2CCN(CC2)C(=O)OC(C)(C)C tert-butyl 4-(2-chloro-5H-pyrrolo[2,3-b]pyrazin-6-yl)piperidine-1-carboxylate